NC(CC(=O)O)C1=CC=C(C=C1)Cl 3-amino-3-(4-chlorophenyl)-propionic acid